C(C)(C)(C)O[C@@H]([C@@H](C(NC1=NC=CC(=C1)CN1C(N[C@@H](C1)C(F)(F)F)=O)=O)NC(=O)C1=NON=C1CC)C N-((2S,3R)-3-(Tert-butoxy)-1-oxo-1-((4-(((S)-2-oxo-4-(trifluoromethyl)imidazolidin-1-yl)methyl)pyridin-2-yl)amino)butan-2-yl)-4-ethyl-1,2,5-oxadiazole-3-carboxamide